2-methyl-2-(((4-(methylthio)phenoxy)carbonyl)amino)propane-1,3-diol diacrylate C(C=C)(=O)OCC(COC(C=C)=O)(NC(=O)OC1=CC=C(C=C1)SC)C